5-((2-(3-((3-Chlorobenzyl)oxy)phenyl)pyrimidin-5-yl)methoxy)-2-(3-(2-ethylbutyl)ureido)benzoic acid ClC=1C=C(COC=2C=C(C=CC2)C2=NC=C(C=N2)COC=2C=CC(=C(C(=O)O)C2)NC(=O)NCC(CC)CC)C=CC1